ClC=1C=C(NC2(CCC3(C(CC4=CC=CC=C34)C[C@H](COC3=C4C(=NC=C3)OCCC4)C)CC2)C(=O)O)C=CC1 4-(3-Chloroanilino)-2'-{(2R)-3-[(3,4-dihydro-2H-pyrano[2,3-b]pyridin-5-yl)oxy]-2-methylpropyl}-2',3'-dihydrospiro[cyclohexane-1,1'-indene]-4-carboxylic acid